sodium carboxyoleate C(=O)(O)OC(CCCCCCC\C=C/CCCCCCCC)=O.[Na]